tert-butyl (4-(3-(4-chloro-3-fluorophenyl)-2-methyl-3H-imidazo[4,5-b]pyridin-5-yl)pyridin-2-yl)carbamate ClC1=C(C=C(C=C1)N1C(=NC=2C1=NC(=CC2)C2=CC(=NC=C2)NC(OC(C)(C)C)=O)C)F